FC(S(=O)(=O)[O-])(F)F.FC(S(=O)(=O)[O-])(F)F.C1(C=CC=C1)[Ti+2]C1C=CC=C1 Bis(cyclopentadienyl)titanium(IV) bis(trifluoromethanesulfonate)